C(=O)(O)C1=C(CSCCC#N)C=CC=C1 β-(o-carboxybenzylthio)propionnitrile